6-methyl-4-{2-[4-(2-morpholinoethoxy)phenyl]quinolin-6-yl}-1-tosyl-1,6-dihydro-7H-pyrrolo[2,3-c]pyridin-7-one CN1C(C2=C(C(=C1)C=1C=C3C=CC(=NC3=CC1)C1=CC=C(C=C1)OCCN1CCOCC1)C=CN2S(=O)(=O)C2=CC=C(C)C=C2)=O